3-(4-aminophenyl)-N-methylpropanamide NC1=CC=C(C=C1)CCC(=O)NC